Perfluoro-9-chloro-3-oxanonane potassium [K].FC(C(OC(C(C(C(C(C(Cl)(F)F)(F)F)(F)F)(F)F)(F)F)(F)F)(F)F)(F)F